BrC=1N(C2=CC=CC=3C4=C[C@H](CN([C@@H]4CC1C32)C)C(N(CC)CC)=O)C(=O)OCOC(=O)C3COC3 ((oxetane-3-carbonyl)oxy)methyl (6aR,9R)-5-bromo-9-(diethylcarbamoyl)-7-methyl-6a,7,8,9-tetrahydroindolo[4,3-fg]quinoline-4(6H)-carboxylate